Benzoic acid trifluoroacetate FC(C(=O)O)(F)F.C(C1=CC=CC=C1)(=O)O